ClC=C\C=C/CCOC1OCCCC1 (3Z)-1-chloro-6-[(tetrahydro-2H-pyran-2-yl)oxy]-3-hexeneN